C(#N)C1=C(C=CC2=CC=CC=C12)N(C(C)=O)CC1=CC=CC=2N(C(=NC21)N2C(=CC=C2C)C)C N-(1-cyano-2-naphthyl)-N-[[2-(2,5-dimethylpyrrol-1-yl)-1-methyl-benzoimidazol-4-yl]methyl]acetamide